C(#N)C1=C(C=CC(=N1)C1=C(C=C(C=C1)S(=O)(=O)NC1CCCCC1)C)F 4-(6-cyano-5-fluoropyridin-2-yl)-N-cyclohexyl-3-methylbenzenesulfonamide